N[C@H](CC(=O)O)CC1=CC=C(C=C1)O (S)-3-amino-4-(4-hydroxyphenyl)butanoic acid